4-(6-chloro-5-(phenylsulfonylamino)pyridin-3-yl)-N-methyl-1H-pyrrole-2-carboxamide ClC1=C(C=C(C=N1)C=1C=C(NC1)C(=O)NC)NS(=O)(=O)C1=CC=CC=C1